C1(CC1)N1N=CC(=C1C)NC1=NC2=CC(=C(C=C2C=N1)C)[C@H]1[C@@H](CN(CC1)C1COC1)F |o1:21,22| (3S,4S) or (3R,4R)-N-(1-cyclopropyl-5-methyl-1H-pyrazol-4-yl)-7-[3-fluoro-1-(oxetan-3-yl)piperidin-4-yl]-6-methylquinazolin-2-amine